ClC1=CC=C(C=C1)[C@H](C(=O)N1CCN(CC1)C=1C2=C(N=CN1)[C@@H](C[C@H]2C)O)[C@H]2NC1(CC1)CC2 (S)-2-(4-chlorophenyl)-1-(4-((5R,7R)-7-hydroxy-5-methyl-6,7-dihydro-5H-cyclopenta[d]pyrimidin-4-yl)piperazin-1-yl)-2-((S)-4-azaspiro[2.4]hept-5-yl)ethan-1-one